ClC1=CC=C(C=C1)NC(C[N+]1=CC2=CC=CC=C2C=C1)=O 2-(2-((4-chlorophenyl)amino)-2-oxoethyl)isoquinolin-2-ium